(S)-2-((3S,5S,7S)-adamantan-1-yl)-2-((tert-butoxycarbonyl)amino)acetic acid C12(CC3CC(CC(C1)C3)C2)[C@@H](C(=O)O)NC(=O)OC(C)(C)C